(S)-2-((((9H-fluoren-9-yl)methoxy)carbonyl)amino)-3-(1-(tert-butoxycarbonyl)-5-(trifluoromethyl)-1H-indol-3-yl)propanoic acid C1=CC=CC=2C3=CC=CC=C3C(C12)COC(=O)N[C@H](C(=O)O)CC1=CN(C2=CC=C(C=C12)C(F)(F)F)C(=O)OC(C)(C)C